N-(2,6-dioxopiperidin-3-yl)-2-fluoro-4-(1,2,3,6-tetrahydropyridin-4-yl)benzamide O=C1NC(CCC1NC(C1=C(C=C(C=C1)C=1CCNCC1)F)=O)=O